1-Benzyl-2-(4-bromophenyl)-6-ethyl-2-hydroxy-2,3-dihydro-1H-pyrrolo[3,2-c]carbazol-3-one C(C1=CC=CC=C1)N1C(C(C=2C=CC=3N(C=4C=CC=CC4C3C21)CC)=O)(O)C2=CC=C(C=C2)Br